ClC1=CC(=C2C=C(NC2=C1Cl)COC1OCCCC1)OCC#N 2-((6,7-dichloro-2-(((tetrahydro-2H-pyran-2-yl)oxy)methyl)-1H-indol-4-yl)oxy)acetonitrile